FC1=CC=C(CNC(=O)C=2N=NSC2NC(=O)N2CCN(CC2)C2=NC=CC=C2)C=C1 N-(4-(4-Fluorobenzylcarbamoyl)-1,2,3-thiadiazol-5-yl)-4-(pyridin-2-yl)piperazine-1-carboxamide